FC(C1=CC=C(C=C1)C1N(C=CCC1)C(=O)OC(C)(C)C)(F)F tert-butyl 2-(4-(trifluoromethyl)phenyl)-3,4-dihydropyridine-1(2H)-carboxylate